(4-bromobenzoyl)-2-acetamido-5-sulfophenylacetic acid BrC1=CC=C(C(=O)C(C(=O)O)C2=C(C=CC(=C2)S(=O)(=O)O)NC(C)=O)C=C1